COC(C1=NC(=C(C=C1)N1CCN(CC1)C([2H])([2H])C=1C(=C2NC(C(=NC2=CC1)C)=O)F)F)=O 6-fluoro-5-(4-((5-fluoro-2-methyl-3-oxo-4H-quinoxalin-6-yl)methyl-d2)piperazin-1-yl)picolinic acid methyl ester